5-(3,6-diazabicyclo[3.1.1]heptane-6-yl)-2-(2,6-dioxopiperidin-3-yl)-4-fluoroisoindoline C12CNCC(N1C=1C(=C3CN(CC3=CC1)C1C(NC(CC1)=O)=O)F)C2